C(C)(C)(C)OC(=O)N1CC(C1)COC1=CC2=CC=CC=C2C=C1C1=CC(=NN1)N 3-((3-(3-amino-1H-pyrazol-5-yl)naphthalen-2-yloxy)methyl)azetidine-1-carboxylic acid tert-butyl ester